2-(4-(2-(4-chloro-1H-1,2,3-triazol-1-yl)-5-methylphenyl)-2,5-dioxapiperazin-1-yl)-N-(2-methyl-2H-indazol-5-yl)-3-phenylpropionamide ClC=1N=NN(C1)C1=C(C=C(C=C1)C)N1CON(CO1)C(C(=O)NC1=CC2=CN(N=C2C=C1)C)CC1=CC=CC=C1